3-cyano-N,N-dimethyl-4-((1-((4-(trifluoromethyl)phenyl)sulfonyl)-1H-pyrazol-4-yl)methyl)benzamide C(#N)C=1C=C(C(=O)N(C)C)C=CC1CC=1C=NN(C1)S(=O)(=O)C1=CC=C(C=C1)C(F)(F)F